ClC=1C=C(C(=NC1)OC)S(=O)(=O)NC1=C(C(=NC=C1)COC=1C=C2C(=NC1)NN=C2C)F 5-chloro-N-[3-fluoro-2-[([3-methyl-1H-pyrazolo[3,4-b]pyridin-5-yl]oxy)methyl]pyridin-4-yl]-2-methoxypyridine-3-sulfonamide